3-[4-(Difluoromethoxy)-2-fluorophenyl]-4-[4-[(3S)-1-(3-fluoropropyl)pyrrolidin-3-yl]oxyphenyl]-2H-thiochromen-7-ol FC(OC1=CC(=C(C=C1)C=1CSC2=CC(=CC=C2C1C1=CC=C(C=C1)O[C@@H]1CN(CC1)CCCF)O)F)F